ClC1=CC=C(C=C1)S(=O)(=O)NC=1C=CC=C2CC(NC12)=O 4-chloro-N-(2-oxoindolin-7-yl)benzenesulfonamide